6-vinylnicotinamide C(=C)C1=NC=C(C(=O)N)C=C1